C(CCCCCCC\C=C/C\C=C/CCCCC)(=O)O 11trans-linoleic acid